3-(3-(trifluoromethyl)phenyl)imidazo[1,2-b]Pyridazin-6-amine FC(C=1C=C(C=CC1)C1=CN=C2N1N=C(C=C2)N)(F)F